NC1C(CN(C1)C(=O)OCCCC)(F)F butyl 4-amino-3,3-difluoro-pyrrolidine-1-carboxylate